ethyl 2-amino-5-[2-[(5-chloropyridin-2-yl) amino]-1,3-thiazol-4-yl]-1,3-thiazole-4-carboxylate NC=1SC(=C(N1)C(=O)OCC)C=1N=C(SC1)NC1=NC=C(C=C1)Cl